di(beta-aminoethyl) ether NCCOCCN